(1-(4-(trifluoromethyl)phenyl)-1,2,3,4-tetrahydropyrido[2,3-b]pyrazin-3-yl)methyl methanesulfonate CS(=O)(=O)OCC1CN(C2=C(N1)N=CC=C2)C2=CC=C(C=C2)C(F)(F)F